3-[4-(3,3-difluoro-4-piperidinyl)phenyl]piperidine-2,6-dione TFA salt OC(=O)C(F)(F)F.FC1(CNCCC1C1=CC=C(C=C1)C1C(NC(CC1)=O)=O)F